OC[C@H](C(=O)OCC1=CC=CC=C1)C(C)C benzyl (2R)-2-(hydroxymethyl)-3-methylbutanoate